FC1=C(C=CC(=C1)[C@@H](C)O)C1=NN2C(N=CC=C2)=C1C(=O)N[C@@H]1C(NC2=C(C(=N1)C1=CC=CC=C1)C=CC=C2)=O |o1:7| 2-[2-Fluoro-4-[(1R*)-1-hydroxyethyl]phenyl]-N-[(3S)-2-oxo-5-phenyl-1,3-dihydro-1,4-benzodiazepin-3-yl]pyrazolo[1,5-a]pyrimidine-3-carboxamide